4-(2-((tert-butyldiphenylsilyl)oxy)ethyl)piperidine [Si](C1=CC=CC=C1)(C1=CC=CC=C1)(C(C)(C)C)OCCC1CCNCC1